ClC=1C(=C(C(=CC1)C(F)F)C1=CN=C(C(=N1)C(=O)NC=1C=NN(C1)[C@@H](C)C=1C(=NC(=NC1)N1C(N(CC1)C)=O)C)C)F (S)-6-(3-chloro-6-(difluoromethyl)-2-fluorophenyl)-3-methyl-N-(1-(1-(4-methyl-2-(3-methyl-2-oxoimidazolin-1-yl)pyrimidin-5-yl)ethyl)-1H-pyrazol-4-yl)pyrazine-2-carboxamide